2-[4-[(4-oxo-2-phenyl-quinazolin-3-yl)methyl]-1-piperidinyl]benzonitrile O=C1N(C(=NC2=CC=CC=C12)C1=CC=CC=C1)CC1CCN(CC1)C1=C(C#N)C=CC=C1